ClC1=C(C(=O)NC(C(=O)O)CC2=CC(NC3=CC=CC=C23)=O)C=CC=C1 2-(2-chlorobenzoylamino)-3-(1,2-dihydro-2-oxo-4-quinolinyl)propanoic acid